dioctyl phosphate octadecylamine salt C(CCCCCCCCCCCCCCCCC)N.P(=O)(OCCCCCCCC)(OCCCCCCCC)O